C(CCC)[Te](CCCCCCCC)(CCCCCCCC)(CCCCCC)(CCCCCC)CCCC dibutyl-dihexyl-dioctyl-tellurium